NCC1=CC=C(C=C1)NC(=O)C1=CC2=C(OCCC3=C2SC(=C3)C)C=C1C=1C(=NC(=CC1)C(NCCC)=O)C(=O)O 3-(9-((4-(aminomethyl)phenyl)carbamoyl)-2-methyl-4,5-dihydrobenzo[b]thieno[2,3-d]oxepin-8-yl)-6-(propylcarbamoyl)picolinic acid